N-((1,2,3,5,6,7-hexahydro-s-indacen-4-yl)carbamoyl)-3-(trifluoromethoxy)benzenesulfonamide C1CCC2=C(C=3CCCC3C=C12)NC(=O)NS(=O)(=O)C1=CC(=CC=C1)OC(F)(F)F